tert-butyl (S)-7-(((4-carbamimidoylthiophen-2-yl)methyl)carbamoyl)-6-((4-phenoxybutanoyl)glycyl)-2,6-diazaspiro[3.4]octane-2-carboxylate C(N)(=N)C=1C=C(SC1)CNC(=O)[C@H]1N(CC2(CN(C2)C(=O)OC(C)(C)C)C1)C(CNC(CCCOC1=CC=CC=C1)=O)=O